ethyl 2-(2-chloro-6-((4-(trifluoromethoxy) pyridin-2-yl) amino) pyrimidin-4-yl)-2-azaspiro[4.5]decane-7-carboxylate ClC1=NC(=CC(=N1)N1CC2(CC1)CC(CCC2)C(=O)OCC)NC2=NC=CC(=C2)OC(F)(F)F